C1(=CC=CC=C1)S(=O)(=O)CC=1C=NC=CC1 3-((phenylsulfonyl)methyl)pyridine